FC(C1=CC=C(C=C1)S(=O)(=O)NC1CC(C1)=CNC1=C2C(=NC=C1C#N)NC=C2)(F)F (cis)-4-{[3-(4-trifluoromethylbenzenesulfonamido)-cyclobutyl-1-yl]-methyl-amino}-1H-pyrrolo[2,3-b]pyridine-5-carbonitrile